4-(dimethylamino)-2-methyl-N-[(1s,4s)-4-{[2-(trifluoromethyl)quinolin-4-yl]amino}cyclohexyl]benzamide CN(C1=CC(=C(C(=O)NC2CCC(CC2)NC2=CC(=NC3=CC=CC=C23)C(F)(F)F)C=C1)C)C